4-chloro-2-(4-chlorophenyl)-5-methylphenol ClC1=CC(=C(C=C1C)O)C1=CC=C(C=C1)Cl